N-(3-(2-(2-aminopyridin-3-yl)-3-(4-((4-((2-cyanopyrimidin-4-yl)amino)piperidin-1-yl)methyl)phenyl)-3H-imidazo[4,5-b]pyridin-5-yl)phenyl)isobutyramide NC1=NC=CC=C1C1=NC=2C(=NC(=CC2)C=2C=C(C=CC2)NC(C(C)C)=O)N1C1=CC=C(C=C1)CN1CCC(CC1)NC1=NC(=NC=C1)C#N